C(C)(=O)N1CC(C1)C1C(N(CC(N1CC1=CC=C(C=C1)Cl)=O)C1=NC=C(C=C1F)Cl)=O 3-(1-acetylazetidin-3-yl)-1-(5-chloro-3-fluoropyridin-2-yl)-4-(4-chlorobenzyl)-piperazine-2,5-dione